C(C)C1(CCN(CC1)C1=C(N)C=CC=C1)C 2-(4-ethyl-4-methylpiperidin-1-yl)aniline